1,3-bis(3-chloroisobutyl)tetramethyldisiloxane CC(C[Si](C)(C)O[Si](C)(C)CC(C)CCl)CCl